CN(CCN(C(C=C)=O)CCN(C)C)C N,N-bis[2-(dimethylamino)ethyl]acrylamide